ClC1=CC=C(C=C1)C(C(C(=O)C1=CC=CC=C1)C)=O 1-(4-chlorophenyl)-2-methyl-3-phenylpropane-1,3-dione